O(C1=CC=CC=C1)C1=CC=C(C=C1)NC=1C2=CNC=3N=CN=C(N(N1)C1CCN(CC1)C(C=C)=O)C32 1-(4-(3-((4-phenoxyphenyl)amino)-1,4,5,6,8-pentazaacenaphthylen-5(1H)-yl)piperidin-1-yl)prop-2-en-1-one